BrC1=C(C=CC(=N1)C(C(=O)O)(CCC(=O)O)F)F 2-(6-bromo-5-fluoropyridin-2-yl)-2-fluoropentanedioic acid